C(C(C)C)[C@@H]1C(N2C(N(O1)C(CCC1=NC=CC=C1)=O)CN(C([C@@H]2CC(C)C)=O)CCC(=O)N)=O 3-((3R,6S)-3,6-diisobutyl-4,7-dioxo-1-(3-(pyridin-2-yl)propanoyl)hexahydropyrazino[2,1-c][1,2,4]oxadiazin-8(1H)-yl)propanamide